C(C=C)(=O)N[C@H]1CN(CC[C@H]1F)C1=C2C(=C(NC2=CC=C1F)C)C 4-((3S,4R)-3-Acrylamido-4-fluoropiperidin-1-yl)-5-fluoro-2,3-dimethyl-1H-indole